C(CCC(=O)OC=1C(=C2CC[C@](OC2=C(C1C)C)(CCC[C@@H](CCC[C@@H](CCCC(C)C)C)C)C)C)(=O)OCCOCCOCCOCCOCCOCCN=[N+]=[N-] 17-azido-3,6,9,12,15-pentaoxaheptadecyl ((R)-2,5,7,8-tetramethyl-2-((4R,8R)-4,8,12-trimethyltridecyl) chroman-6-yl) succinate